(1-hydroxy-6,6,9-trimethyl-3-pentyl-6H-benzo[c]chromen-2-yl)(4-(methylsulfonyl)piperazin-1-yl)methanone OC1=C2C3=C(C(OC2=CC(=C1C(=O)N1CCN(CC1)S(=O)(=O)C)CCCCC)(C)C)C=CC(=C3)C